dihydromyrcene CC(CCC=C(C)C)C=C